OC1=CC=C(C=C1)C(C(CC)C)C1=CC=C(C=C1)O 1,1-Bis(4-hydroxyphenyl)-2-methylbutane